C(C)(C)(C)OC(NC(CO[Si](C1=CC=CC=C1)(C1=CC=CC=C1)C(C)(C)C)C(CC=C)O)=O tert-butyl(1-((tert-butyldiphenylsilyl)oxy)-3-hydroxyhex-5-en-2-yl)carbamate